NC1=NC2=CC(=CC(=C2C=C1Cl)Cl)CCC=1[C@H]([C@H]([C@@H](C1)N1C=CC2=C1N=CN=C2N)O)O (1S,2R,5R)-3-(2-(2-amino-3,5-dichloroquinolin-7-yl)ethyl)-5-(4-amino-7H-pyrrolo[2,3-d]pyrimidin-7-yl)cyclopent-3-ene-1,2-diol